imidazo[1,2-c]Pyrimidine-2-carbaldehyde N=1C(=CN2C=NC=CC21)C=O